3,8-bis(trimethoxysilyl)decane hexacosyl-n-octadecanoate C(CCCCCCCCCCCCCCCCCCCCCCCCC)OC(CCCCCCCCCCCCCCCCC)=O.CO[Si](C(CC)CCCCC(CC)[Si](OC)(OC)OC)(OC)OC